N1CC[C@H](CCC1)C(=O)OC methyl (S)-azepane-4-carboxylate